C(C1=CC=CC=C1)N1CC(C(CC1)(O)C#C)CC1=CNC2=C(C=CC=C12)OC 1-benzyl-4-ethynyl-3-((7-methoxy-1H-indol-3-yl)methyl)piperidin-4-ol